C1(=CC=CC=C1)N1C(SCC1=O)=O 3-phenyl-2,4-thiazolidinedione